3-Methoxy-3-Methyl-1-Butyl Acetate C(C)(=O)OCCC(C)(C)OC